3'-Methyl-8'-(quinoxalin-6-yl)spiro[cyclopropane-1,1'-pyrrolo[2,3-c]quinolin]-2'(3'H)-one CN1C(C2(C3=C1C=NC=1C=CC(=CC31)C=3C=C1N=CC=NC1=CC3)CC2)=O